3-Methyl-2-(4-{5-[(7S)-7-methyl-7-[(2R)-2-methylpyrrolidin-1-yl]-6,7,8,9-tetrahydro-5H-benzo[7]annulen-2-yl]-2H-pyrazolo[3,4-b]pyridin-3-yl}phenyl)pyridine CC=1C(=NC=CC1)C1=CC=C(C=C1)C=1NN=C2N=CC(=CC21)C=2C=CC1=C(CC[C@](CC1)(N1[C@@H](CCC1)C)C)C2